COCCOC1C(CCC(C1)C(F)(F)F)=O (2-methoxyethoxy)-4-(trifluoromethyl)cyclohexan-1-one